2-fluoro-N-(5-nitropyridin-2-yl)benzamide FC1=C(C(=O)NC2=NC=C(C=C2)[N+](=O)[O-])C=CC=C1